N-(3,4-Dichlorophenyl)-N-(3-{4-[4-(ethylsulfonyl)benzyl]-1-piperidinyl}propyl)-1-(methylsulfonyl)-4-piperidinecarboxamide ClC=1C=C(C=CC1Cl)N(C(=O)C1CCN(CC1)S(=O)(=O)C)CCCN1CCC(CC1)CC1=CC=C(C=C1)S(=O)(=O)CC